N-methoxysuccinyl-L-alanyl-L-prolyl-valine CON([C@@H](C)C(=O)N1[C@@H](CCC1)C(=O)N[C@@H](C(C)C)C(=O)O)C(CCC(=O)O)=O